2-bromo-1-phenylpropan-1-one BrC(C(=O)C1=CC=CC=C1)C